2-(6-(benzo[d]thiazol-5-yl)-3-methylcyclohex-3-en-1-yl)-2-oxoacetamide S1C=NC2=C1C=CC(=C2)C2CC=C(CC2C(C(=O)N)=O)C